5-oxooxazolidine O=C1CNCO1